[Br-].COC(=O)C[P+](C1=CC=CC=C1)(C1=CC=CC=C1)C1=CC=CC=C1 (Methoxycarbonylmethyl)triphenylphosphonium bromide